C(#C)C=1C=CC2=C(N(N=N2)C)C1 6-ethynyl-1-methyl-1H-benzo[d][1,2,3]triazole